(E)-N-(1,5-dimethyl-1H-pyrazol-3-yl)-9-((3-methylbenzylidene)amino)-2-morpholino-9H-purin-6-amine CN1N=C(C=C1C)NC1=C2N=CN(C2=NC(=N1)N1CCOCC1)/N=C/C1=CC(=CC=C1)C